tert-butyl 2-[4-[2-fluoro-4-(4,4,5,5-tetramethyl-1,3,2-dioxaborolan-2-yl)phenyl]-3-methyl-pyrazol-1-yl]acetate FC1=C(C=CC(=C1)B1OC(C(O1)(C)C)(C)C)C=1C(=NN(C1)CC(=O)OC(C)(C)C)C